FC1=C(C(=CC=C1)C)N1CCC(CC1)C1=CC=2C(=NC=CN2)NC1=O 7-(1-(2-fluoro-6-methylphenyl)piperidin-4-yl)pyrido[2,3-b]pyrazin-6(5H)-one